CP(=O)(C)C1=C2C=CNC2=CC(=C1OC=1C=C(C=CC1)C=1SC=C(N1)C(=O)C=1C=C(C=CC1)/C=C/C(=O)OC)F Methyl (E)-3-(3-(2-(3-((4-(dimethylphosphoryl)-6-fluoro-1H-indol-5-yl)oxy)phenyl)thiazole-4-carbonyl)phenyl)acrylate